N-(3-((dimethylamino)methyl)-1,2,4-thiadiazol-5-yl)-5-(3-methoxyphenyl)-2-methylfuran-3-carboxamide CN(C)CC1=NSC(=N1)NC(=O)C1=C(OC(=C1)C1=CC(=CC=C1)OC)C